C(#N)C1=CC=CC(=N1)C(C)NC(=O)C1(CC1)C=1C(NC2=CC=C(C(=C2C1)F)F)=O N-[1-(6-cyanopyridin-2-yl)ethyl]-1-(5,6-difluoro-2-oxo-1H-quinolin-3-yl)cyclopropane-1-carboxamide